ClC=1C=C(CN2CC3(CC2)CCN(CC3)C(=O)OC(C(F)(F)F)C(F)(F)F)C=CC1N1CCOCC1 1,1,1,3,3,3-Hexafluoropropan-2-yl 2-(3-chloro-4-morpholinylbenzyl)-2,8-diazaspiro[4.5]decane-8-carboxylate